C(#N)C1(CC1)NS(=O)(=O)C=1C=C2C(=NC(=NC2=C(C1)N1CCOCC1)C)C=1SC(=NN1)C(F)F N-(1-cyanocyclopropyl)-4-(5-(difluoromethyl)-1,3,4-thiadiazol-2-yl)-2-methyl-8-morpholinoquinazoline-6-sulfonamide